trithiol dichloride [Cl-].[Cl-].S1SSC=C1